C1(CC1)C=1NC=CC=CC1 cyclopropyl-azepine